The molecule is a dicarboxylic acid dianion obtained by deprotonation of both carboxy groups of 3-[(1-carboxyvinyl)oxy]benzoic acid; major species at pH 7.3. It is a conjugate base of a 3-[(1-carboxyvinyl)oxy]benzoic acid. C=C(C(=O)[O-])OC1=CC=CC(=C1)C(=O)[O-]